(R)-N-(2-(dimethylamino)-2-(4-fluorophenyl)ethyl)-3,3,5-trimethyl-2,3-dihydro-1H-pyrrolo[3,2-b]pyridine-1-carboxamide CN([C@@H](CNC(=O)N1CC(C2=NC(=CC=C21)C)(C)C)C2=CC=C(C=C2)F)C